t-butyl 8-(methyl (tetrahydrofuran-3-yl)amino)-3,4-dihydroisoquinoline-2(1H)-carboxylate CN(C=1C=CC=C2CCN(CC12)C(=O)OC(C)(C)C)C1COCC1